C(C)C1(CC1)C(=O)NCC1=CN=C(N=N1)SC 1-ethyl-N-{[3-(methylsulfanyl)-1,2,4-triazin-6-yl]methyl}cyclopropane-1-carboxamide